tert-Butyl (2S,5S)-2-(4-bromophenyl)-5-(((methylsulfonyl)oxy)methyl)pyrrolidine-1-carboxylate BrC1=CC=C(C=C1)[C@H]1N([C@@H](CC1)COS(=O)(=O)C)C(=O)OC(C)(C)C